NC1=C(C=CC(=C1)F)[N-]C1=CC=CC2=CC(=CC=C12)OC1=CC=NC2=CC(=C(C=C12)OC)OC N-(2-amino-4-fluorophenyl)-6-(6,7-dimethoxyquinoline-4-oxy)-1-naphthylamide